C1=C2C=3C=C4C(=CC3N(C2=CC=C1)C1=C(C#N)C(=C(C(=C1N1C2=CC=CC=C2C=2C=C3C(=CC12)C=CC=C3)N3C1=CC=CC=C1C=1C=C2C(=CC31)C=CC=C2)C=2C(=NC(=CC2)C2=CC=CC=C2)C2=CC=CC=C2)N2C3=CC=CC=C3C=3C=C1C(=CC23)C=CC=C1)C=CC=C4 2,3,4,6-tetrakis(5H-benzo[b]carbazol-5-yl)-5-(2,6-diphenylpyridin-3-yl)benzonitrile